2-(3,3-difluoropyrrolidin-1-yl)-4-phenyl-pyridine-3-carboxamidine hydrochloride Cl.FC1(CN(CC1)C1=NC=CC(=C1C(=N)N)C1=CC=CC=C1)F